ClC(OC1=CC=C(C=C1)NC(C1=CN=C(C(=C1)NC(=S)NC1=CC=C(C=C1)C(F)(F)F)N1C[C@@H](CC1)O)=O)(F)F (R)-N-(4-(chlorodifluoromethoxy)phenyl)-6-(3-hydroxypyrrolidin-1-yl)-5-(3-(4-(trifluoromethyl)phenyl)thioureido)nicotinamide